FC1=C(C=CC(=C1)C(F)(F)F)C(C)NC 1-(2-fluoro-4-(trifluoromethyl)phenyl)-N-methylethan-1-amine